BrC=1C=C2CCN(C(C2=CC1F)=O)CC(CC1CC2=CC=CC=C2CC1)O 6-bromo-7-fluoro-2-(2-hydroxy-3-(1,2,3,4-tetrahydronaphthalen-2-yl)propyl)-3,4-dihydroisoquinolin-1(2H)-one